4-((3-chlorobenzyl)amino)-6-(3,5-dimethyl-isoxazol-4-yl)-N-(4-methylpyridin-3-yl)quinazoline-2-carboxamide ClC=1C=C(CNC2=NC(=NC3=CC=C(C=C23)C=2C(=NOC2C)C)C(=O)NC=2C=NC=CC2C)C=CC1